6-bromo-5-methyl-7-(pyrrolidin-1-yl)-[1,2,4]triazolo[1,5-a]pyrimidine BrC=1C(=NC=2N(C1N1CCCC1)N=CN2)C